potassium 2-fluoro-6-hydroxyphenyltrifluoroborate salt FC1=C(C(=CC=C1)O)[B-](F)(F)F.[K+]